[Pb].[Fe].[Al] aluminum-iron-lead